NC1=NC2=CC=C(C=C2C=C1C)C(=O)N(CC1=NC=C(C=C1)C(F)(F)F)[C@H]1C=2N=CC=NC2CCC1 2-amino-3-methyl-N-((5R)-5,6,7,8-tetrahydro-5-quinoxalinyl)-N-((5-(trifluoromethyl)-2-pyridinyl)methyl)-6-quinolinecarboxamide